N-hydroxylamine ON